1-isobutyl-5-methyl-1H-pyrazol-3-amine C(C(C)C)N1N=C(C=C1C)N